C1(=C(C=CC=C1)N(C1=C(C=CC=C1)C1=CC=CC=2C3=CC=CC=C3NC12)C1=C(C=CC=C1)C1=CC=CC=C1)C1=CC=CC=C1 di(biphenylyl)(carbazolylphenyl)amine